3-(6-(6-Chloro-3-methyl-1H-pyrazolo[4,3-c]pyridin-1-yl)-4-methylpyridin-2-yl)-3-methoxytetrahydrothiophene 1,1-dioxide ClC1=CC2=C(C=N1)C(=NN2C2=CC(=CC(=N2)C2(CS(CC2)(=O)=O)OC)C)C